COCCOCOCCN(CCOCOCCOC)CCOCOCCOC tris[2-(2-methoxyethoxymethoxy)ethyl]amine